1-(N-Boc-amino)cyclobutane-1-carboxylic acid C(=O)(OC(C)(C)C)NC1(CCC1)C(=O)O